2-[5-Fluoro-3-methoxy-4-isopropenylphenyl]-1-benzofuran FC=1C(=C(C=C(C1)C=1OC2=C(C1)C=CC=C2)OC)C(=C)C